11-(2-chloroacetyl)-5,11-dihydro-6H-pyrido[2,3-b][1,4]benzodiazepine-6-One ClCC(=O)N1C2=C(NC(C3=C1C=CC=C3)=O)C=CC=N2